C(C1=CC=CC=C1)OC1=NC(=CC=C1C1=NN(C2=CC(=CC=C12)N1C(CN(CC1=O)C(=O)OC(C)(C)C)C)C)OCC1=CC=CC=C1 tert-butyl 4-(3-(2,6-bis(benzyloxy)pyridin-3-yl)-1-methyl-1H-indazol-6-yl)-3-methyl-5-oxopiperazine-1-carboxylate